4,4-dimethyl-3-oxo-N-tosyl-valeramide CC(C(CC(=O)NS(=O)(=O)C1=CC=C(C)C=C1)=O)(C)C